Tert-butyl 3-(4-{2-[ethyl(isopropyl)carbamoyl]-4-fluorophenyl}1-methyl-1H-pyrazolo[3,4-b]pyridin-6-yl)pyrrolidine-1-carboxylate C(C)N(C(=O)C1=C(C=CC(=C1)F)C1=C2C(=NC(=C1)C1CN(CC1)C(=O)OC(C)(C)C)N(N=C2)C)C(C)C